8-methyl-5-(1-methyl-1H-indol-3-yl)-4-(naphthalen-2-yl)oxazole CC=1C=CC=C2C=CC(=CC12)C=1N=COC1C1=CN(C2=CC=CC=C12)C